N[C@@]1(C([C@@H](CC1)NC=1C=2N(N=CC1C(=NC1=C(C=CC=C1)CC)N)C=C(C2)C2=C(C=C(C(=C2)F)O)C)(C)C)C 4-[[(1R,3S)-3-amino-2,2,3-trimethyl-cyclopentyl]amino]-N'-(2-ethylphenyl)-6-(5-fluoro-4-hydroxy-2-methyl-phenyl)pyrrolo[1,2-b]pyridazine-3-carboxamidine